1-benzyl-3-methyl-N-(1-methylcyclopropyl)-2-oxo-benzimidazole-5-sulfonamide C(C1=CC=CC=C1)N1C(N(C2=C1C=CC(=C2)S(=O)(=O)NC2(CC2)C)C)=O